(±)-tert-butyl (1S,3R,5R)-1,3-dimethyl-8-azabicyclo[3.2.1]octane-8-carboxylate C[C@@]12C[C@@H](C[C@@H](CC1)N2C(=O)OC(C)(C)C)C |r|